C1(=CC=CC2=CC=CC=C12)C(=O)[O-].[Al+3].C1(=CC=CC2=CC=CC=C12)C(=O)[O-].C1(=CC=CC2=CC=CC=C12)C(=O)[O-] Aluminum naphthalate